ClC1=CC(=C(OC=2C(=C(C=NC2)CC2=C(C(=NC=C2)N)F)C)C=C1)F 4-{[5-(4-chloro-2-fluorophenoxy)-4-methylpyridin-3-yl]methyl}-3-fluoropyridin-2-amine